6-(4-fluorophenyl)-8-[(1-methylazetidin-3-yl)methoxy]-N-[(6-methylpyridazin-3-yl)methyl]quinazolin-4-amine FC1=CC=C(C=C1)C=1C=C2C(=NC=NC2=C(C1)OCC1CN(C1)C)NCC=1N=NC(=CC1)C